eugenolate C1(=C(O)C(=CC(CC=C)=C1)C(=O)[O-])OC